1-(3-(5-Fluoropyridin-2-yl)-5-(hydroxymethyl)-1H-pyrazol-1-yl)butan-2-ol FC=1C=CC(=NC1)C1=NN(C(=C1)CO)CC(CC)O